C(CCCCCC)OC(CCCCC[Mg]CCCCCC(OCCCCCCC)OCCCCCCC)OCCCCCCC bis(6,6-diheptyloxyhexyl)magnesium